tert-butyl 4-[[4-[6-methoxy-5-[[6-(trifluoromethyl)pyridine-2-carbonyl]amino] indazol-2-yl]cyclohexyl]methyl]piperazine-1-carboxylate COC=1C(=CC2=CN(N=C2C1)C1CCC(CC1)CN1CCN(CC1)C(=O)OC(C)(C)C)NC(=O)C1=NC(=CC=C1)C(F)(F)F